(3r,4r)-N-(benzo[d]thiazol-5-yl)-1-((3,3-dimethyl-2,3-dihydrobenzofuran-5-yl)sulfonyl)-4-methylpyrrolidine-3-carboxamide S1C=NC2=C1C=CC(=C2)NC(=O)[C@H]2CN(C[C@@H]2C)S(=O)(=O)C=2C=CC1=C(C(CO1)(C)C)C2